Methyl (R)-2-(4-formyl-1-tosylindolin-3-yl)acetate C(=O)C1=C2[C@H](CN(C2=CC=C1)S(=O)(=O)C1=CC=C(C)C=C1)CC(=O)OC